FC(C(=O)N1CC(C1)NC=1C(=NC=CC1OC)OC1=CC=C(C=C1)OC(F)(F)F)=C 2-Fluoro-1-(3-((4-methoxy-2-(4-(trifluoromethoxy)phenoxy)pyridin-3-yl)amino)azetidin-1-yl)prop-2-en-1-one